C(CCC)N1C(N(C2=C1C=C(C=C2)NC2=CC=NC(=C2C#N)Cl)C)=O 4-((3-Butyl-1-methyl-2-oxo-2,3-dihydro-1H-benzo[d]-imidazol-5-yl)amino)-2-chloronicotinonitrile